1,5-dimethyl-4-{[2-methyl-4-(1-methyl-1H-pyrazol-4-yl)phenyl]methyl}-1,2,3,4-tetrahydroquinoxaline CN1CCN(C2=C(C=CC=C12)C)CC1=C(C=C(C=C1)C=1C=NN(C1)C)C